hexadecyl (2S)-2-(((((2R,3S,5R)-5-(6-amino-2-fluoro-9H-purin-9-yl)-2-ethynyl-3-hydroxytetrahydrofuran-2-yl)methoxy)(phenoxy)phosphoryl)amino)-3-(3,5-difluorophenyl)propanoate NC1=C2N=CN(C2=NC(=N1)F)[C@H]1C[C@@H]([C@@](O1)(C#C)COP(=O)(OC1=CC=CC=C1)N[C@H](C(=O)OCCCCCCCCCCCCCCCC)CC1=CC(=CC(=C1)F)F)O